[1,6]Naphthyridin-7-amine N1=CC=CC2=CN=C(C=C12)N